4-Methylsulfonyloxybutyl acrylate C(C=C)(=O)OCCCCOS(=O)(=O)C